C1(=CC=CC=C1)C1=C(N=C2N1C=CC=C2)C(=O)C2=CC=C(C=C2)Br (4-bromophenyl) (3-phenylimidazo[1,2-a]pyridine-2-yl) ketone